C(#N)[C@@H]1CN(C[C@H]1C1=CC=CC=C1)C(=O)[C@@H]1CC[C@H]2N1C([C@@](CCCC2)(C)NC(=O)C2=CC1=C(S2)C=CC(=C1)C(F)(F)P(O)(O)=O)=O ((2-(((3S,6S,10aS)-3-(rel-(trans)-3-cyano-4-phenylpyrrolidine-1-carbonyl)-6-methyl-5-oxodecahydropyrrolo[1,2-a]azocin-6-yl)carbamoyl)benzo[b]thiophen-5-yl)difluoromethyl)phosphonic acid